C(C)C1(C=C[CH-]C1)CC.[CH-]1C=CC=C1.[Fe+2] 4,4-diethyl-ferrocene